3,5-di-tert-butyl-4-hydroxy-phenylacrylamide C(C)(C)(C)C=1C=C(C=C(C1O)C(C)(C)C)C(C(=O)N)=C